CC(=O)OC1=C(C=C(C=C1)CC=C)OC Acetyleugenol